OC(C)(C)[C@H]1N(CCC1)C(=O)C1=CC(=CC=C1)C1=C2C(=NC=C1)C=C(O2)C2=CC=C(C=C2)S(=O)(=O)C (S)-(2-(2-hydroxypropan-2-yl)pyrrolidin-1-yl)(3-(2-(4-(methylsulfonyl)phenyl)furo[3,2-b]pyridin-7-yl)phenyl)methanone